4-(4-hydroxymethyl-3-methoxyphenoxy)butanoic acid OCC1=C(C=C(OCCCC(=O)O)C=C1)OC